N-(1,3-dimethylpiperidin-4-yl)-2-iodo-1-(2,2,2-trifluoroethyl)-1H-indol-4-amine CN1CC(C(CC1)NC=1C=2C=C(N(C2C=CC1)CC(F)(F)F)I)C